C1(CC1)C(=O)NC1=CC(=C(N=N1)C(=O)NOCC)NC1=C2N([C@H](C=3N(C2=CC=C1)N=C(N3)C)C)C (S)-6-(cyclopropanecarboxamido)-N-ethoxy-4-((2,4,5-trimethyl-4,5-dihydro-[1,2,4]triazolo[1,5-a]quinoxalin-6-yl)amino)pyridazine-3-carboxamide